C1(C(C(C(C(C1[2H])([2H])[2H])([2H])[2H])([2H])[2H])([2H])[2H])([2H])C1=C(C(=NN=N1)C1=C(C=CC=C1)C=1[Se]C2=C(C1C1=C(C(=CC=3C4=CC=CC=C4CC13)C)C)C=CC=C2)C2(C(C(C(C(C2[2H])([2H])[2H])([2H])[2H])([2H])[2H])([2H])[2H])[2H] [(diphenyl-d10)triazinyl][(dimethylfluorenyl)benzselenophenyl]benzene